2-propanesulfonic acid methacrylate C(C(=C)C)(=O)O.CC(C)S(=O)(=O)O